IC(C=O)C(CCCCC=O)I 2,3-diiodosuberaldehyde